(1-acetyl-2',3',5',6'-tetrahydrospiro[indolin-3,4'-pyran]-6-yl)-3-(ethyl-(tetrahydro-2H-pyran-4-yl)amino)-2-methylbenzoic acid methyl ester COC(C1=C(C(=C(C=C1)C1=CC=C2C(=C1)N(CC21CCOCC1)C(C)=O)N(C1CCOCC1)CC)C)=O